5-(4-((3-(2,6-dioxopiperidin-3-yl)phenyl)ethynyl)-[1,4'-bipiperidin]-1'-yl)-2-((S)-1-(3-ethoxy-4-methoxyphenyl)-2-(methylsulfonyl)ethyl)isoindoline-1,3-dione O=C1NC(CCC1C=1C=C(C=CC1)C#CC1CCN(CC1)C1CCN(CC1)C=1C=C2C(N(C(C2=CC1)=O)[C@H](CS(=O)(=O)C)C1=CC(=C(C=C1)OC)OCC)=O)=O